3-(3-Chloro-4-fluorophenyl)-1-((5-(difluoromethyl)-1H-pyrazol-3-yl)methyl)-1-(2-methoxypyrimidin-5-yl)urea ClC=1C=C(C=CC1F)NC(N(C=1C=NC(=NC1)OC)CC1=NNC(=C1)C(F)F)=O